(5-cyano-4-((2-methoxyethyl)amino)pyridin-2-yl)-5-formyl-1-isopropyl-1H-pyrrolo[3,2-b]pyridine-3-carboxamide C(#N)C=1C(=CC(=NC1)C1=C(C2=NC(=CC=C2N1C(C)C)C=O)C(=O)N)NCCOC